FC1(C(C1)CN1CCC(CC1)C=1C=C2C(=C(NC2=CC1)C=1C=C(C(N(C1)C)=O)C)C(C)C)F 5-(5-(1-((2,2-difluorocyclopropyl)methyl)piperidin-4-yl)-3-isopropyl-1H-indol-2-yl)-1,3-dimethylpyridin-2(1H)-one